CC=1N=CN(C1)CCC1=NC=NC=N1 2-(4-methyl-1-imidazolyl)-ethyl-1,3,5-triazine